N1=C2C(=NC=C1)NC=C2C=2SC=C(N2)C=2C=C(C=CC2)[C@]2(C=CN1C2=NC=C1)O (S)-7-(3-(2-(5H-Pyrrolo[2,3-b]pyrazin-7-yl)thiazol-4-yl)phenyl)-7H-pyrrolo[1,2-a]imidazol-7-ol